acetic acid 1-(4-(1-(3-fluorophenyl) azetidin-3-yl)-2,6-dimethylbenzyl)-3-methylazetidin-3-yl ester FC=1C=C(C=CC1)N1CC(C1)C1=CC(=C(CN2CC(C2)(C)OC(C)=O)C(=C1)C)C